sodium 3-mercaptopropanesulfonate SCCCS(=O)(=O)[O-].[Na+]